(2R)-6-bromo-N-[(1R)-1-[2-fluoro-3-(trifluoromethyl)phenyl]ethyl]-2-methyl-2,3-dihydroimidazo[1,2-a]pyridine-8-carboxamide BrC=1C=C(C=2N(C1)C[C@H](N2)C)C(=O)N[C@H](C)C2=C(C(=CC=C2)C(F)(F)F)F